CC1=NC=C(C=N1)S(=O)(=O)C1=CC=C(C(=O)O)C=C1 4-[(2-methylpyrimidin-5-yl)sulfonyl]benzoic acid